2-hydroxymethyl-3,5,6-trimethyl-pyrazine OCC1=NC(=C(N=C1C)C)C